COC1=CC=C(C=C1)C(CC(=O)C1=CC=C(C=C1)C(C)(C)C)=O 1-(4-methoxyphenyl)-3-(4-tert-butylphenyl)-1,3-propandion